COC(=O)C1(CCCCC1)N1N=C2C=C(C=CC2=C1)C=C (6-vinyl-indazol-2-yl)cyclohexanecarboxylic acid methyl ester